4-((8-((1S,6R,7R)-7-(aminomethyl)-7-(2-fluorophenyl)-3-azabicyclo[4.1.0]heptan-3-yl)imidazo[1,5-a]pyrazin-5-yl)thio)-3-chloropyridin-2-amine NC[C@@]1([C@@H]2CCN(C[C@H]12)C=1C=2N(C(=CN1)SC1=C(C(=NC=C1)N)Cl)C=NC2)C2=C(C=CC=C2)F